1-(methyl-d3)-4-(5-morpholinylbenzo[d]oxazol-2-yl)-2,7-naphthyridine-1,6-diamine C(C1(NC=C(C2=CC(=NC=C12)N)C=1OC2=C(N1)C=C(C=C2)N2CCOCC2)N)([2H])([2H])[2H]